2-[6-[(2-methoxyethyl)amino]-1,5-naphthyridin-4-yl]-1H,5H,6H,7H-pyrrolo[3,2-c]Pyridin-4-one COCCNC=1N=C2C(=CC=NC2=CC1)C1=CC=2C(NCCC2N1)=O